N-(2-azaspiro[3.3]heptan-6-yl)methanesulfonamide trifluoroacetate FC(C(=O)O)(F)F.C1NCC12CC(C2)NS(=O)(=O)C